NC1=NC(=C(C=2N1N=C(N2)C(O)C2=C(C=CC=C2F)F)Br)C=2C(=C(C#N)C=CC2)F 3-(5-amino-8-bromo-2-((2,6-difluorophenyl)(hydroxy)methyl)-[1,2,4]triazolo[1,5-c]pyrimidin-7-yl)-2-fluorobenzonitrile